3-(2,5-dioxo-2,5-dihydro-1H-pyrrol-1-yl)-N-{2-[2-(2-{2-[4-(6-methyl-1,2,4,5-tetrazin-3-yl)phenoxy]ethoxy}ethoxy)ethoxy]ethyl}propanamide O=C1N(C(C=C1)=O)CCC(=O)NCCOCCOCCOCCOC1=CC=C(C=C1)C=1N=NC(=NN1)C